diethyl 2-(2-methylpropanoyl)butanedioate CC(C(=O)C(C(=O)OCC)CC(=O)OCC)C